N-(6-chloro-1-(6-methyl-4,8-dioxo-1,3,6,2-dioxazaborocan-2-yl)hex-2-yn-1-yl)-4-nitrobenzenesulfonamide ClCCCC#CC(B1OC(CN(CC(O1)=O)C)=O)NS(=O)(=O)C1=CC=C(C=C1)[N+](=O)[O-]